N1(CCNCC1)C=1C=CC(=NC1)NC=1N=CC2=C(N1)C(=NC(=C2)C(=O)N)N2CCCCC2 2-[(5-piperazin-1-ylpyridin-2-yl)amino]-8-piperidin-1-ylpyrido[3,4-d]pyrimidine-6-carboxamide